(3R,6S,9aS)-1-((E)-3-(5-hydroxybenzo[d]thiazol-2-yl)acryloyl)-8-(1-(4-hydroxybutyl)azetidin-3-yl)-3-isobutyl-6-neopentyltetrahydropyrazino[2,1-c][1,2,4]oxadiazine-4,7(3H,6H)-dione OC=1C=CC2=C(N=C(S2)/C=C/C(=O)N2O[C@@H](C(N3[C@@H]2CN(C([C@@H]3CC(C)(C)C)=O)C3CN(C3)CCCCO)=O)CC(C)C)C1